FC1=CC=C(C=C1)C(C[Se]C1=CC=CC=C1)NC1=CC=CC=C1 N-(1-(4-fluorophenyl)-2-(phenylseleno)ethyl)aniline